The molecule is an (omega-1)-hydroxy fatty acid that is (2E)-heptadec-2-enoic acid in which the 16-pro-R hydrogen is replaced by a hydroxy group. It is an (omega-1)-hydroxy fatty acid, a long-chain fatty acid, an alpha,beta-unsaturated monocarboxylic acid and a hydroxy monounsaturated fatty acid. It derives from a (2E)-2-heptadecenoic acid. C[C@H](CCCCCCCCCCCC/C=C/C(=O)O)O